3-(4-aminophenyl)-1-(4-methoxybenzyl)-3-methylpyrrolidine-2,4-dione NC1=CC=C(C=C1)C1(C(N(CC1=O)CC1=CC=C(C=C1)OC)=O)C